BrC1=CN=C2C=CC(=NC2=C1)C1=C(N=C2N1C=CC=C2)C2=NC(=CC=C2)C 7-bromo-2-[2-(6-methyl-2-pyridyl)imidazo[1,2-a]pyridin-3-yl]-1,5-naphthyridine